C/C(/C=C/C1=C(C(CCC1(C)C)C=1C=C(C(=O)OCC)C=CN1)C)=C\C=C\C(=C/C(NC1=CC=CC=C1)=O)\C ethyl 2-(3-((1E,3E,5E,7Z)-3,7-dimethyl-9-oxo-9-(phenylamino)nona-1,3,5,7-tetraen-1-yl)-2,4,4-trimethylcyclohex-2-en-1-yl)isonicotinate